C(C)(C)(C)OC(CC1(CCN(CC1)C1=C(C=C(C(=C1)F)NC=1C(=NC(=CC1)OCC1=CC=CC=C1)OCC1=CC=CC=C1)F)O)=O 2-[1-[4-[(2,6-dibenzyloxy-3-pyridinyl)amino]-2,5-difluoro-phenyl]-4-hydroxy-4-piperidinyl]acetic acid tert-butyl ester